FC=1C=2N(C=C(C1)NC(=O)C1=CC=C(C3=CN(N=C13)CCOC)N1CCN(CC1)C(=O)OC(C)(C)C)C=C(N2)C tert-butyl 4-[7-({8-fluoro-2-methylimidazo[1,2-a]pyridin-6-yl} carbamoyl)-2-(2-methoxyethyl)indazol-4-yl]piperazine-1-carboxylate